C1CC12NCCC(C2)N2N=CC(=C2)C2=NC1=C(C(=CC=C1N=C2)OC=2C=CC1=C(NC(=N1)C)C2F)Cl 1-{4-azaspiro[2.5]octan-7-yl}-1H-pyrazol-4-yl-8-chloro-7-[(7-fluoro-2-methyl-1H-1,3-benzodiazol-6-yl)oxy]quinoxaline